BrC=1C(=CC2=C(N=CN2)C1)OCC(=O)N(C)C 2-[(6-bromo-3H-benzimidazol-5-yl)oxy]-N,N-dimethyl-acetamide